FC1(CN(CC[C@H]1NC1=NN2C(C(=N1)OC)=C(C(=C2)F)C=2C=CC1=C(N(N=N1)C[C@@H](C)F)C2)C(C([2H])([2H])[2H])=O)F 1-((R)-3,3-difluoro-4-((6-fluoro-5-(1-((R)-2-fluoropropyl)-1H-benzo[d][1,2,3]triazol-6-yl)-4-methoxypyrrolo[2,1-f][1,2,4]triazin-2-yl)amino)piperidin-1-yl)ethan-1-one-2,2,2-d3